ClC=1C(=C(C(=O)N2CC3=CC=CC(=C3C2)N(C(C=C)=O)C)C(=CC1OC)O)C N-(2-(3-Chloro-6-hydroxy-4-methoxy-2-methylbenzoyl)isoindolin-4-yl)-N-methylacrylamide